6-(4-fluorophenyl)-8-methoxy-N-(pyrrolidin-2-ylmethyl)quinazolin-4-amine FC1=CC=C(C=C1)C=1C=C2C(=NC=NC2=C(C1)OC)NCC1NCCC1